ClC=1C(=NC(=NC1)N1[C@H](CCC1)CNC1=CC(=CC=C1)C1C(NC(CC1)=O)=O)NC=1C=C2C=C(C(N(C2=CC1)C)=O)OCC(=O)NC 2-((6-((5-chloro-2-((2R)-2-(((3-(2,6-dioxopiperidin-3-yl)phenyl)amino)methyl)pyrrolidin-1-yl)pyrimidin-4-yl)amino)-1-methyl-2-oxo-1,2-dihydroquinolin-3-yl)oxy)-N-methylacetamide